C(C)(C)(C)C1N(CCC(C1)C(N(C)C1=CC(=CC=C1)CS(=O)(=O)N1C(CC(CC1)=O)(C)C)=O)C(=O)OCC=1N=CN(C1C)C=1C=NC(=CC1)C (5-Methyl-1-(6-methylpyridin-3-yl)-1H-imidazol-4-yl)methanol tert-butyl-4-((3-(((2,2-dimethyl-4-oxopiperidin-1-yl)sulfonyl)methyl)phenyl)(methyl)carbamoyl)piperidine-1-carboxylate